O=C1NC(CCC1C1=C(C=C(C=C1)N1CCN(CC1)CCC1CCC(CC1)N1N=C2C=C(C(=CC2=C1)C(=O)NC1=CN=C2N1N=CC=C2)OC)F)=O 2-((1r,4r)-4-(2-(4-(4-(2,6-Dioxopiperidin-3-yl)-3-fluorophenyl)piperazin-1-yl)ethyl)cyclohexyl)-N-(imidazo[1,2-b]pyridazin-3-yl)-6-methoxy-2H-indazole-5-carboxamide